N=C1C=CC(=NN1CCC(=O)O)C1=CC=C(C=C1)OC 3-[6-imino-3-(4-methoxyphenyl)pyridazin-1-yl]propionic acid